CC(C(=O)OCC(CBr)(CBr)COC(CC)=O)C 3-bromo-2-[((propionyl)oxy)methyl]-2-(bromomethyl)propyl 2-methylpropanoate